2-[1'-[(2,4-dimethoxyphenyl)methyl]-2-(trifluoromethyl)spiro[4,5-dihydrothieno[2,3-c]pyran-7,4'-piperidine]-2'-yl]ethynyl-trimethyl-silane COC1=C(C=CC(=C1)OC)CN1C(CC2(CC1)OCCC1=C2SC(=C1)C(F)(F)F)C#C[Si](C)(C)C